dioctadecyldibromosilane C(CCCCCCCCCCCCCCCCC)[Si](Br)(Br)CCCCCCCCCCCCCCCCCC